C(C)(C)(C)OC(=O)N1CCC(CC1)C1CC(C1)OCC1=CC=CC=C1 4-(3-Benzyloxycyclobutyl)-piperidine-1-carboxylic acid tert-butyl ester